C(CC)NCCC1=NNC=N1 propyl-[2-(1H-1,2,4-triazol-3-yl)ethyl]amine